1-Methyl-5-(trifluoromethyl)-1H-pyrazol-4-amine hydrochloride Cl.CN1N=CC(=C1C(F)(F)F)N